CN(C(OCC1=CC=CC=C1)=O)C1(CC2=C(SC=C2)C1)C benzyl N-methyl-N-(5-methyl-4,6-dihydrocyclopenta[b]thiophen-5-yl)carbamate